(Z)-2-(5-fluoro-2-(4-(4-fluorophenoxy)benzyl)-1-(4-(morpholinomethyl)-benzylidene)-1H-inden-3-yl)acetic acid FC=1C=C2C(=C(/C(/C2=CC1)=C/C1=CC=C(C=C1)CN1CCOCC1)CC1=CC=C(C=C1)OC1=CC=C(C=C1)F)CC(=O)O